ClC=1C(=NC(=NC1)N[C@H]1[C@@H](COCC1)O)C=1C=C2C(C(=NC2=C(C1)F)C)(C)C (3S,4R)-4-((5-chloro-4-(7-fluoro-2,3,3-trimethyl-3H-indol-5-yl)pyrimidin-2-yl)amino)tetrahydro-2H-pyran-3-ol